2-[6-[7-(difluoromethylsulfanyl)imidazo[1,2-a]pyridin-2-yl]-5-ethylsulfonyl-3-pyridinyl]-2-methyl-propionitrile FC(F)SC1=CC=2N(C=C1)C=C(N2)C2=C(C=C(C=N2)C(C#N)(C)C)S(=O)(=O)CC